NC1=NC2=NC=CN=C2C(=N1)N 2,4-diaminopteridine